C(C=C)(=O)OCCOC(CCC1=CC=2C(=NN(N2)C2=CC3=C(OCO3)C=C2O)C=C1)=O 2-[3-[2-(6-hydroxybenzo[1,3]dioxole-5-yl)-2H-benzotriazole-5-yl]propanoyloxy]ethyl acrylate